N1(N=NC2=C1N=CC=C2)OC(=[N+](C)C)N(C)C 7-azabenzotriazol-1-yl-N,N,N',N'-tetramethyluronium